1-(3-(4-chloro-3,5-dimethylphenoxy)propyl)-1H-pyrrole-2-carboxylic acid ClC1=C(C=C(OCCCN2C(=CC=C2)C(=O)O)C=C1C)C